methyl (2S,4R)-1-[(2S)-2-amino-3,3-dimethyl-butanoyl]-4-hydroxy-pyrrolidine-2-carboxylate N[C@H](C(=O)N1[C@@H](C[C@H](C1)O)C(=O)OC)C(C)(C)C